CO[Si](CCCNCCC[Si](O[Si](O[Si](O[Si](O[Si](C)(C)C)(C)CCC(F)(F)F)(C)CCC(F)(F)F)(C)CCC(F)(F)F)(OC)OC)(OC)OC 1-(3-trimethoxysilylpropylaminopropyl)-1,1-dimethoxy-3,5,7-tris(3,3,3-trifluoropropyl)-3,5,7,9,9,9-hexamethylpentasiloxane